C(C)(C)(C)OC(=O)N1CCC(CC1)C=1SC(=CC1C(=O)O)Cl 2-(1-(tert-butoxycarbonyl)piperidin-4-yl)-5-chlorothiophene-3-carboxylic acid